2-(benzyloxy)ethane-1-amine C(C1=CC=CC=C1)OCCN